tert-butyl ((S)-1-(2-amino-6-nitro-3-((R)-tetrahydrofuran-3-ylamino)phenyl)pyrrolidin-2-yl)methylcarbamate NC1=C(C(=CC=C1N[C@H]1COCC1)[N+](=O)[O-])N1[C@@H](CCC1)CNC(OC(C)(C)C)=O